FC1=C(C(=CC=C1)F)C=1NC2=C(C3=C(N1)C(=NN3)C)C=C(C=C2)N2CC(N(CC2)C)C(F)(F)F 5-(2,6-Difluorophenyl)-3-methyl-9-[4-methyl-3-(trifluoromethyl)piperazin-1-yl]-1,6-dihydropyrazolo[4,3-d][1,3]benzodiazepine